2-((5-(2,7-diazaspiro[3.5]nonan-2-yl)-1,2,4-triazin-6-yl)oxy)-N-(2,2-difluoroethyl)-5-fluoro-N-isopropylbenzamide hydrochloride Cl.C1N(CC12CCNCC2)C=2N=CN=NC2OC2=C(C(=O)N(C(C)C)CC(F)F)C=C(C=C2)F